CC=1C(=NC=CC1)N[C@H]1CN(CCC1)C(=O)OC(C)(C)C tert-butyl (R)-3-((3-methylpyridin-2-yl)amino)piperidine-1-carboxylate